Tert-butyl N-(4-{[3-(8-{2-[ethyl(isopropyl)carbamoyl]-4-fluorophenyl}-3-methylimidazo[1,5-a]pyridin-6-yl)pyrrolidin-1-yl]methyl}-4-hydroxycyclohexyl)carbamate C(C)N(C(=O)C1=C(C=CC(=C1)F)C=1C=2N(C=C(C1)C1CN(CC1)CC1(CCC(CC1)NC(OC(C)(C)C)=O)O)C(=NC2)C)C(C)C